N-{8-(Cyclohexylmethoxy)quinolin-5-yl}acrylamide C1(CCCCC1)COC=1C=CC(=C2C=CC=NC12)NC(C=C)=O